1-methyl-4-(methylsulfonyl)benzene CC1=CC=C(C=C1)S(=O)(=O)C